FC1=CC(=C(C=C1[N+](=O)[O-])NC(C)=O)C N-(4-Fluoro-2-methyl-5-nitrophenyl)acetamide